1-(4-(difluoromethoxy)phenyl)-4-(methylamino)-7-(trifluoromethyl)quinolin-2(1H)-one FC(OC1=CC=C(C=C1)N1C(C=C(C2=CC=C(C=C12)C(F)(F)F)NC)=O)F